ClC1=C(OC2=NC=CC=C2C(=O)N)C=CC(=C1)CC(=O)NC1=NN(C2=NC=CC=C21)C (2-chloro-4-(2-((1-methyl-1H-pyrazolo[3,4-b]pyridin-3-yl)amino)-2-oxoethyl)phenoxy)pyridine-3-carboxamide